2-(1-Ethoxyethenyl)-5-(trifluoromethyl)pyrimidine C(C)OC(=C)C1=NC=C(C=N1)C(F)(F)F